ClC=1N=C(C2=C(N1)CCC2)NC2=CC(=CC=C2)NS(=O)(=O)C(C)(C)C 2-Chloro-N4-(3-[(1,1-dimethylethyl)sulfonamido]phenyl)-6,7-dihydro-5H-cyclopenta[d]pyrimidine-4-amine